NC=1SC=C(N1)C1NCCC1 2-(2-aminothiazol-4-yl)pyrrolidin